(2-amino)benzamide NC1=C(C(=O)N)C=CC=C1